[Si](C1=CC=CC=C1)(C1=CC=CC=C1)(C(C)(C)C)OC[C@H](C=C)NC1COCCC1 N-[(2S)-1-[(tert-butyldiphenylsilyl)oxy]but-3-en-2-yl]oxan-3-amine